1-(naphthalen-2-yl)methanamine C1=C(C=CC2=CC=CC=C12)CN